FC1=CC2=C(N(C(=N2)CCC)CN2CCC(C2)CCC)C=C1 1-[(5-fluoro-2-propyl-1H-benzimidazol-1-yl)methyl]-4-propylpyrrolidin